C(C1=CC=CC=C1)OC=1C=C2CC(N(C2=CC1)C1C(NC(CC1)=O)=O)C 3-(5-benzyloxy-2-methyl-indolin-1-yl)piperidine-2,6-dione